C(C1=CC=CC=C1)N1CC(CC1)(O)C1CN(C1)C(=O)OC(C)(C)C tert-butyl 3-(1-benzyl-3-hydroxy-pyrrolidin-3-yl)azetidine-1-carboxylat